N-[2-(benzenesulfonyloxy)phenyl]-N'-[2-(ethanesulfonyloxy)phenyl]urea C1(=CC=CC=C1)S(=O)(=O)OC1=C(C=CC=C1)NC(=O)NC1=C(C=CC=C1)OS(=O)(=O)CC